1-methyl-6-(piperidyl)pyrimidin-2(1H)-one CN1C(N=CC=C1N1CCCCC1)=O